hydroxyheptynoic acid OC(C#CC(=O)O)CCC